2-(4-(5-Chloro-2-(4-chloro-1H-1,2,3-triazol-1-yl)phenyl)-2,5-dioxapiperazin-1-yl)-3-(1-methyl-1H-pyrazol-3-yl)propionic acid ClC=1C=CC(=C(C1)N1CON(CO1)C(C(=O)O)CC1=NN(C=C1)C)N1N=NC(=C1)Cl